2-[3-cis-(trifluoromethoxy)cyclobutoxy]Acetamide tert-butyl-(S)-2-[6-chloro-2-[(R)-3-methylmorpholine-4-carbonyl]-1,2,3,4-tetrahydroisoquinoline-8-yl]pyrrolidine-1-carboxylate C(C)(C)(C)OC(=O)N1[C@@H](CCC1)C=1C=C(C=C2CCN(CC12)C(=O)N1[C@@H](COCC1)C)Cl.FC(OC1(CCC1)OCC(=O)N)(F)F